NC(C(=O)NC=1C=CC=C2C(=CNC12)C=1C=NNC1)(C)C1=CC=CC=C1 2-amino-2-phenyl-N-[3-(1H-pyrazol-4-yl)-1H-indol-7-yl]propionamide